(1R,4s)-4-((S)-1-((5-methoxy-7-methyl-1H-indol-4-yl)methyl)piperidin-2-yl)cyclohexane-1-carboxylic acid COC=1C(=C2C=CNC2=C(C1)C)CN1[C@@H](CCCC1)C1CCC(CC1)C(=O)O